N1=CC=CC2=C(C=CC=C12)OCC(=O)NN 2-(quinolin-5-yloxy)acethydrazide